4-[6-[(3,5-DIFLUORO-2-PYRIDYL)AMINO]PYRAZIN-2-YL]-4-ETHYL-HEXANOIC ACID FC=1C(=NC=C(C1)F)NC1=CN=CC(=N1)C(CCC(=O)O)(CC)CC